ClC=1C=C(C=C2C(=C(C=NC12)C#N)NCC(C)(C)C)N[C@@H](C1=C2C=CC=NC2=CC=C1)C=1N=NN(C1)C1(CC1)C(F)F (S)-8-chloro-6-(((1-(1-(difluoromethyl)cyclopropyl)-1H-1,2,3-triazol-4-yl)(quinolin-5-yl)methyl)amino)-4-(neopentylamino)quinoline-3-carbonitrile